S(=O)(=O)=[Si] sulfonyl-silicon